C12(CC(C1)C2)N2N=CC(=C2)N2N=CC1=CC(=C(C=C21)N2[C@@H](CN(CC2)C2(C(COC2)O)C)C)Cl 4-((R)-4-(1-(1-(bicyclo[1.1.1]pentan-1-yl)-1H-pyrazol-4-yl)-5-chloro-1H-indazol-6-yl)-3-methylpiperazin-1-yl)-4-methyltetrahydrofuran-3-ol